C(CCCCCCCC=CC=CC=CCCCC)(=O)[O-] eleostearic acid anion